N-((3R,4S)-3-methyl-1-(methylsulfonyl)piperidin-4-yl)-5-((3-methyltetrahydro-2H-pyran-4-yl)oxy)-6-(1H-pyrazol-4-yl)-[1,2,4]triazolo[1,5-a]pyrazin-2-amine C[C@@H]1CN(CC[C@@H]1NC1=NN2C(C=NC(=C2OC2C(COCC2)C)C=2C=NNC2)=N1)S(=O)(=O)C